phthalazin-1-one C1(NN=CC2=CC=CC=C12)=O